CN1C(CN(CC1)C1=CC(=CC=C1)B1OC(C(O1)(C)C)(C)C)=O 1-methyl-4-(3-(4,4,5,5-tetramethyl-1,3,2-dioxaborolan-2-yl)phenyl)piperazin-2-one